ClC=1C(=NC(=NC1)NC1CCC(CC1)NCCOCCOCCNC(OC(C)(C)C)=O)C=1C=NN(C1CC1CC1)C tert-butyl (2-(2-(2-(((1r,4r)-4-((5-chloro-4-(5-(cyclopropylmethyl)-1-methyl-1H-pyrazol-4-yl)pyrimidin-2-yl)amino)cyclohexyl)amino)ethoxy)ethoxy)ethyl)carbamate